2-CHLORO-1-[ISOCYANO-(TOLUENE-4-SULFONYL)-METHYL]-BENZENE ClC1=C(C=CC=C1)C(S(=O)(=O)C1=CC=C(C)C=C1)[N+]#[C-]